5-amino-2-(4-bromo-1H-pyrazol-1-yl)-N-(2,4-dimethoxybenzyl)benzenesulfonamide NC=1C=CC(=C(C1)S(=O)(=O)NCC1=C(C=C(C=C1)OC)OC)N1N=CC(=C1)Br